tetrahydro-2-(6-isopropenyl-3-methyl-9-decenyloxy)-2H-pyridine C(=C)(C)C(CCC(CCOC1NCCCC1)C)CCC=C